N-methyl-2-[[5-[(trifluoromethyl)-1,2,4-oxadiazol-3-yl]-2-thienyl]methyl]-1,2,4-triazole-3-carboxamide CNC(=O)C=1N(N=CN1)CC=1SC(=CC1)C1=NOC(=N1)C(F)(F)F